7-((5-methyl-6-(piperazin-1-yl)pyridin-3-yl)methyl)-2-(pentyloxy)imidazo[2,1-f][1,2,4]triazin-4-amine CC=1C=C(C=NC1N1CCNCC1)CC1=CN=C2C(=NC(=NN21)OCCCCC)N